4-(4-(5-((6-(3,5-dichlorophenyl)-4-((4-(propionamidomethyl)piperidin-1-yl)methyl)pyridin-2-yl)oxy)pyrazin-2-yl)piperazin-1-yl)-2-methylbutanoic acid ClC=1C=C(C=C(C1)Cl)C1=CC(=CC(=N1)OC=1N=CC(=NC1)N1CCN(CC1)CCC(C(=O)O)C)CN1CCC(CC1)CNC(CC)=O